5-{2-acetamidoimidazo[1,2-b]pyridazin-6-yl}-2,3-difluoro-N-{[2-fluoro-5-(trifluoromethoxy)phenyl]methyl}benzamide C(C)(=O)NC=1N=C2N(N=C(C=C2)C=2C=C(C(=C(C(=O)NCC3=C(C=CC(=C3)OC(F)(F)F)F)C2)F)F)C1